NCC(C(F)(F)F)NC(N([C@H](C)C1=CC(=CC=C1)C=1N=C(C=2N(C1)C=CN2)OC)CC)=O 3-(3-amino-1,1,1-trifluoropropan-2-yl)-1-ethyl-1-((R)-1-(3-(8-methoxyimidazo[1,2-a]pyrazin-6-yl)phenyl)ethyl)urea